[NH4+].CC(C(=O)[O-])(CCCCCCC(=O)[O-])CC.[NH4+] 2-methyl-2-ethyl-nonanedioic acid ammonium salt